(S)-2-(5-(3-((2-chloro-5-((5-methylpyrazin-2-yl)ethynyl)pyridin-4-yl)amino)butoxy)-1-methyl-1H-pyrazol-4-yl)pyrimidin-4-amine ClC1=NC=C(C(=C1)N[C@H](CCOC1=C(C=NN1C)C1=NC=CC(=N1)N)C)C#CC1=NC=C(N=C1)C